C(C)(C)(C)OC(NC(C(=O)NC)CC=CC1=C(C=CC=C1)OCC1=CC=CC=C1)=O (5-(2-(benzyloxy)phenyl)-1-(methylamino)-1-oxopent-4-en-2-yl)carbamic acid tert-butyl ester